tert-butyl (4S)-5-amino-4-[4-[[4-[[3-[(2-methoxyethylamino)methyl]morpholin-4-yl]methyl]-phenyl]methoxy]-1-oxo-isoindolin-2-yl]-5-oxo-pentanoate NC([C@H](CCC(=O)OC(C)(C)C)N1C(C2=CC=CC(=C2C1)OCC1=CC=C(C=C1)CN1C(COCC1)CNCCOC)=O)=O